1-[9-ethyl-6-(2-methylbenzoyl)-9H-carbazol-3-yl]-adamantylmethan-1-one oxime C(C)N1C2=CC=C(C=C2C=2C=C(C=CC12)C12C(C3CC(CC(C1)C3)C2)C=NO)C(C2=C(C=CC=C2)C)=O